3-((4-chloro-3-iodo-1-(tetrahydro-2H-pyran-2-yl)-1H-indazol-5-yl)thio)propanoic acid 2-ethylhexyl ester C(C)C(COC(CCSC=1C(=C2C(=NN(C2=CC1)C1OCCCC1)I)Cl)=O)CCCC